2,3,6-trifluoro-4-(trifluoromethyl)pyridine FC1=NC(=CC(=C1F)C(F)(F)F)F